3-amino-5-mercapto-1,2,4-triazol NC1=NNC(=N1)S